C[C@@H]1N(CC[C@@H]1N1CC2CCC(C1)N2C)C(=O)OC(C)(C)C tert-Butyl (2S,3S)-2-methyl-3-(8-methyl-3,8-diazabicyclo[3.2.1]octan-3-yl)pyrrolidine-1-carboxylate